icosalene C1=CC=CC=CC=CC=CC=CC=CC=CC=CC2=CC=CC=CC=CC=CC=CC=CC=CC=CC=C12